Ethyl (S)-3-allyl-2-oxochromane-3-carboxylate C(C=C)[C@@]1(C(OC2=CC=CC=C2C1)=O)C(=O)OCC